(1R,4s)-4-(8-(2,6-dichloro-4-fluorophenylamino)-2-((1S,2R)-2-hydroxycyclohexylamino)-9H-purin-9-yl)cyclohexanecarboxamide ClC1=C(C(=CC(=C1)F)Cl)NC=1N(C2=NC(=NC=C2N1)N[C@@H]1[C@@H](CCCC1)O)C1CCC(CC1)C(=O)N